tetra-tert-butyl 2,2',2'',2'''-((2s)-2-(4-(3-((3-(benzyloxy)-3-oxopropyl)(tert-butoxy)phosphoryl)propoxy)benzyl)-1,4,7,10-tetraazacyclododecane-1,4,7,10-tetrayl)tetraacetate C(C1=CC=CC=C1)OC(CCP(=O)(OC(C)(C)C)CCCOC1=CC=C(C[C@@H]2N(CCN(CCN(CCN(C2)CC(=O)OC(C)(C)C)CC(=O)OC(C)(C)C)CC(=O)OC(C)(C)C)CC(=O)OC(C)(C)C)C=C1)=O